1-(3',4'-dicarboxyphenyl)-3-methylindan C(=O)(O)C=1C=C(C=CC1C(=O)O)C1CC(C2=CC=CC=C12)C